ClC=1C=C(C=CC1Cl)C1(CC1)CNS(=O)(=O)C1=CC(=C(C=C1)OC(F)(F)F)[N+](=O)[O-] N-((1-(3,4-dichlorophenyl)cyclopropyl)methyl)-3-nitro-4-(trifluoromethoxy)benzenesulfonamide